O-(2-nitrobenzyl)tyrosine [N+](=O)([O-])C1=C(COC2=CC=C(C[C@H](N)C(=O)O)C=C2)C=CC=C1